FC(C(=O)O)(F)F.FC=1C=C(C=C(C1)F)C1=C(N=C2N(C1=O)C=CC=C2)C(C)NC2=C1N=CNC1=NC=N2 3-(3,5-Difluorophenyl)-2-[1-(9H-purin-6-ylamino)ethyl]-4H-pyrido[1,2-a]pyrimidin-4-one Trifluoroacetic Acid Salt